Benzyl (2S)-4-(7-(8-bromo-3-(methoxymethoxy)naphthalen-1-yl)-2-(methylthio)-7,8-dihydro-5H-pyrano[4,3-d]pyrimidin-4-yl)-2-(cyanomethyl)piperazine-1-carboxylate BrC=1C=CC=C2C=C(C=C(C12)C1CC=2N=C(N=C(C2CO1)N1C[C@@H](N(CC1)C(=O)OCC1=CC=CC=C1)CC#N)SC)OCOC